ClC1=CC(=C(C=N1)NC(=O)C1(CN(C1)S(N)(=O)=O)C1=C(C=CC=C1)C(C)C)OC1CC1 N-(6-chloro-4-cyclopropoxypyridin-3-yl)-3-(2-isopropylphenyl)-1-sulfamoylazetidine-3-carboxamide